1-{4-[2-(pyrrolidin-1-yl)ethoxy]phenyl}-4-{[4-(4,4,5,5-tetramethyl-1,3,2-dioxaborolan-2-yl)phenyl]methoxy}pyridin-2(1H)-one N1(CCCC1)CCOC1=CC=C(C=C1)N1C(C=C(C=C1)OCC1=CC=C(C=C1)B1OC(C(O1)(C)C)(C)C)=O